tert-butyl 4'-fluoro-r-hydroxy-spiro[azetidine-3,2'-indane]-1-carboxylate FC1=C2CC3([C@@H](C2=CC=C1)O)CN(C3)C(=O)OC(C)(C)C